COC(C1=C(C(=CC(=C1)I)I)I)OC 1-(Dimethoxymethyl)-2,3,5-triiodobenzene